C(C)(=O)C1=C(C(=C(C(=C1C=CC1=CC=C(O)C=C1)C(C)=O)O)C(C)=O)O tri-acetyl-resveratrol